2,6-dibutylhydroxytoluene C(CCC)C1=C(CO)C(=CC=C1)CCCC